(2s,4S)-2-(((R)-1-((4-chloro-1-methyl-1H-pyrazol-5-yl)methyl)-3-oxoisoindolin-2-yl)methyl)-5-oxa-7-azaspiro[3.4]octane-6,8-dione ClC=1C=NN(C1C[C@H]1N(C(C2=CC=CC=C12)=O)CC1CC2(C1)OC(NC2=O)=O)C